COC=1C=C(C=CC1OC)C(C(=O)N)NC1=NC2=C(N1)C=CC(=C2)OC (3,4-Dimethoxyphenyl)-2-((5-methoxy-1H-benzo[d]imidazol-2-yl)amino)acetamide